The molecule is a ketoaldonic acid that is rhamnonic acid which is lacking the 3-hydroxy group, has a keto group at the 2-position and L-configuration. It is a ketoaldonic acid and a hexonic acid. It derives from a rhamnonic acid. It is a conjugate acid of a 2-dehydro-3-deoxy-L-rhamnonate. C[C@@H]([C@@H](CC(=O)C(=O)O)O)O